The molecule is a bicyclic macrolide natural product consisting of a 16-membered bicyclic lactone attached to the rare 2-thiazolidinone moiety. It is obtained from the Red Sea sponge Latrunculia magnifica and from the Fiji Islands sponge Cacospongia mycofijiensis. Latrunculin A inhibits actin polymerisation, microfilament organsation and microfilament-mediated processes. It has a role as a toxin, a metabolite and an actin polymerisation inhibitor. It is a cyclic hemiketal, an oxabicycloalkane, a thiazolidinone and a macrolide. C[C@H]/1CC[C@@H]2C[C@H](C[C@@](O2)([C@@H]3CSC(=O)N3)O)OC(=O)/C=C(\\CC/C=C/C=C1)/C